C(#N)C=1C=NN2C1C(=CC(=C2)C=2C=NN(C2)C)C=2C=CC(=NC2)N2C[C@@H]1C([C@@H]1C2)CNC(OC(C)(C)C)=O tert-butyl (((1R,5S,6s)-3-(5-(3-cyano-6-(1-methyl-1H-pyrazol-4-yl)pyrazolo[1,5-a]pyridin-4-yl)pyridin-2-yl)-3-azabicyclo[3.1.0]hexan-6-yl)methyl)carbamate